C(C1=CC=CC=C1)C=1C=2N(C=C(N1)C1=C(C(=CC=C1)[N+](=O)[O-])F)C(/C(/N2)=C/C2=CC=C(C=C2)F)=O (Z)-8-benzyl-6-(2-fluoro-3-nitrophenyl)-2-(4-fluorobenzylidene)imidazo[1,2-a]Pyrazin-3(2H)-one